ClC=1C=C(C=C(C1)NS(=O)(=O)C)C1=C(SC(=C1C1=NC=C(C=C1)N1CCN(CC1)C(=O)C1CC1)C)C(=O)N (3-chloro-5-methanesulfonamidophenyl)-4-[5-(4-cyclopropanecarbonylpiperazin-1-yl)pyridin-2-yl]-5-methylthiophene-2-carboxamide